2-(1-methylimidazol-4-yl)-4-vinyl-aniline CN1C=NC(=C1)C1=C(N)C=CC(=C1)C=C